FC1=CC=C(C=C1)N1CC2=C(CC1)SC(=C2)C2=C(CCC(C2)(C)C)CN2CCN(CC2)C2=CC=C(C(=O)N)C=C2 4-(4-((2-(5-(4-fluorophenyl)-4,5,6,7-tetrahydrothieno[3,2-c]pyridin-2-yl)-4,4-dimethylcyclohex-1-en-1-yl)methyl)piperazin-1-yl)benzamide